tert-butyl (6S)-6-[4-(5-cyano-2-pyridinyl) piperazine-1-carbonyl]-2,2-dimethylmorpholine-4-carboxylate C(#N)C=1C=CC(=NC1)N1CCN(CC1)C(=O)[C@H]1OC(CN(C1)C(=O)OC(C)(C)C)(C)C